octadecane-4,4-diol CCCC(CCCCCCCCCCCCCC)(O)O